6-({[4-(2,6-Dimethoxyphenyl)-5-(5-methylfuran-2-yl)-4H-1,2,4-triazol-3-yl]sulfanyl}methyl)pyrimidine-2,4(1H,3H)-dione COC1=C(C(=CC=C1)OC)N1C(=NN=C1C=1OC(=CC1)C)SCC1=CC(NC(N1)=O)=O